FC(C(C(F)(F)F)OP(=O)(OC(C(F)(F)F)C(F)(F)F)OC(C(F)(F)F)C(F)(F)F)(F)F.C(C)(C)(C)SC=1C(=C(C=CC1)N1C(CCC1)=O)Cl 1-(3-(tert-butylthio)-2-chlorophenyl)pyrrolidin-2-one tris(1,1,1,3,3,3-hexafluoropropan-2-yl)phosphate